C(C)(=O)N1CCN(CCC1)C1=NC=C(C(=N1)NC=1C=NC(=CC1)C1CC1)C(=O)N 2-(4-acetyl-1,4-diazepan-1-yl)-4-((6-cyclopropylpyridin-3-yl)amino)pyrimidine-5-carboxamide